ClC=1C=C(C=CC1F)C(=O)C1CCC(CC1)C(F)(F)F (3-chloro-4-fluorophenyl)(4-(trifluoromethyl)cyclohexyl)methanone